tert-butyl 4-(((5-bromo-1-oxo-1,3-dihydroisobenzofuran-4-yl)oxy)methyl-d2)-3,6-dihydropyridine-1(2H)-carboxylate BrC=1C(=C2COC(C2=CC1)=O)OC(C=1CCN(CC1)C(=O)OC(C)(C)C)([2H])[2H]